1-(2-(2,5-dimethylphenyl)-2-((3-methoxybenzyl)oxy)ethyl)-1H-imidazole CC1=C(C=C(C=C1)C)C(CN1C=NC=C1)OCC1=CC(=CC=C1)OC